((2-(((S)-3,3-dimethyl-1-oxo-1-((S)-2-((S)-3-phenylpiperazine-1-carbonyl)pyrrolidin-1-yl)butan-2-yl)carbamoyl)benzo[b]thiophen-5-yl)difluoromethyl)phosphonic acid CC([C@@H](C(N1[C@@H](CCC1)C(=O)N1C[C@@H](NCC1)C1=CC=CC=C1)=O)NC(=O)C1=CC2=C(S1)C=CC(=C2)C(F)(F)P(O)(O)=O)(C)C